CN(C1CCN(CC1)C=1C=C2N=CC(=NC2=CC1)O)C 6-[4-(dimethylamino)piperidin-1-yl]quinoxalin-2-ol